5-Acetyl-N-((1R,3r,5S)-8-(((1-methylpiperidin-4-yl)methyl)sulfonyl)-8-azabicyclo[3.2.1]octan-3-yl)isoxazole-3-carboxamide C(C)(=O)C1=CC(=NO1)C(=O)NC1C[C@H]2CC[C@@H](C1)N2S(=O)(=O)CC2CCN(CC2)C